CC1=CC=C(OC2=CC=C(C=C2)B(O)O)C=C1 [4-(4-methylphenoxy)phenyl]boronic acid